9-((dimethyl-(phenyl)silyl)methyl)-9H-fluorene-9-carboxylic acid C[Si](C1=CC=CC=C1)(C)CC1(C2=CC=CC=C2C=2C=CC=CC12)C(=O)O